ClC1=C(C(=CC=C1)Cl)C1(CN(C1)C1=CC(=C(CN2CCC(CC2)C(=O)O)C(=C1)C)C)F (4-(3-(2,6-dichlorophenyl)-3-fluoroazetidin-1-yl)-2,6-dimethylbenzyl)-piperidine-4-carboxylic acid